C(CC)(=S)OCCC[SiH2]C(OCCC)OCCC 3-dipropoxymethylsilylpropyl thiopropanoate